triphenol lithium [Li].C1(=CC=CC=C1)O.C1(=CC=CC=C1)O.C1(=CC=CC=C1)O